(2-(((2r,5s)-2,5-dimethylpiperazin-1-yl)(4-fluorophenyl)methyl)phenyl)dimethylphosphine C[C@H]1N(C[C@@H](NC1)C)C(C1=C(C=CC=C1)P(C)C)C1=CC=C(C=C1)F